((4-(pyridin-2-yloxy)piperidin-1-yl)methoxymethyl)-4-(3-(4-(trifluoromethoxy)phenyl)-1,2,4-oxadiazol-5-yl)piperazine-1-carboxamide N1=C(C=CC=C1)OC1CCN(CC1)COCC1N(CCN(C1)C1=NC(=NO1)C1=CC=C(C=C1)OC(F)(F)F)C(=O)N